7-fluoro-4-(1-methyl-1H-pyrazol-4-yl)-1H-pyrrolo[3,4-c]pyridine-3(2H)-one FC=1C2=C(C(=NC1)C=1C=NN(C1)C)C(NC2)=O